Benzylkalium C(C1=CC=CC=C1)[K]